N-Benzyl-1-phenylethan-1-amin C(C1=CC=CC=C1)NC(C)C1=CC=CC=C1